C1(=CC=CC=C1)NC(C)C12CC3(CC(CC(C1)C3)C2)C2=CC=CC=C2 Phenyl-[1-(3-phenyl-adamantan-1-yl)-ethyl]-amine